N/C(/C(=O)[O-])=C\C(=O)[O-] Aminofumarate